N1([C@@H](CCC1)C(=O)OCCCC1=CC=CC=C1)C(=O)OCC1=CC=CC=C1 1-benzyl 2-(3-phenylpropyl) (S)-pyrrolidine-1,2-dicarboxylate